OC1=NC=2CCN([C@@H](C2C=C1)C)C(=O)OC(C)(C)C tert-Butyl (R)-2-hydroxy-5-methyl-7,8-dihydro-1,6-naphthyridine-6(5H)-carboxylate